N-[5-[5-[2-[[(3S,5S)-5-Fluoro-3-piperidyl]amino]pyrimidin-4-yl]-2-methyl-thiazol-4-yl]oxy-8-quinolyl]propane-2-sulfonamide F[C@H]1C[C@@H](CNC1)NC1=NC=CC(=N1)C1=C(N=C(S1)C)OC1=C2C=CC=NC2=C(C=C1)NS(=O)(=O)C(C)C